ethyl 2-(2-((2-acetyl-5-(3-(aminomethyl)phenyl)benzofuran-3-yl)methoxy)-4-methoxyphenyl)acetate C(C)(=O)C=1OC2=C(C1COC1=C(C=CC(=C1)OC)CC(=O)OCC)C=C(C=C2)C2=CC(=CC=C2)CN